2-(2-naphthamido)-3-(thiophen-3-yl)acrylic acid C1=C(C=CC2=CC=CC=C12)C(=O)NC(C(=O)O)=CC1=CSC=C1